2,3,4,5-tetrahydro-1H-benzo[d]azepine-7-carbonitrile C1CNCCC2=C1C=CC(=C2)C#N